CC1=NOC(=C1C=1C=C(C(=NC1)NC(=O)C=1C(=NOC1C)C1=CC=CC=C1)OC)C N-[5-(3,5-dimethylisoxazol-4-yl)-3-methoxy-2-pyridyl]-5-methyl-3-phenyl-isoxazole-4-carboxamide